FC=1C(=C(C2=C(CN3[C@@H](CO2)CN(CC3)C(=O)OC(C)(C)C)C1)F)C1=C(C=CC=C1CO)F tert-butyl (12aR)-8,10-difluoro-9-[2-fluoro-6-(hydroxymethyl) phenyl]-3,4,12,12a-tetrahydro-6H-pyrazino[2,1-c][1,4]benzooxazepine-2(1H)-carboxylate